FCC1(CCC=2N(C1)N=C(C2C2=C1C(=NC=C2)NN=C1)C1=NC=C(C=C1)F)C 4-[6-(Fluoromethyl)-2-(5-fluoro-2-pyridyl)-6-methyl-5,7-dihydro-4H-pyrazolo[1,5-a]pyridin-3-yl]-1H-pyrazolo[3,4-b]pyridine